γ-glycylmethoxypropylmethyldiethoxysilane NCC(=O)COCCC[Si](OCC)(OCC)C